3-(4-(3-fluoropiperidin-4-yl)phenoxy)piperidine-2,6-dione FC1CNCCC1C1=CC=C(OC2C(NC(CC2)=O)=O)C=C1